3-(ethylsulfonamido)-N,N-dimethyl-N-(3-(trimethoxysilyl)propyl)propan-1-aminium chloride [Cl-].C(C)S(=O)(=O)NCCC[N+](CCC[Si](OC)(OC)OC)(C)C